NC(CO)(CO)CO 2-amino-2-(hydroxymethyl)-propane-1,3-diol